methyl (1R,3R,4S)-2-((S)-1-phenylethyl)azabicyclo[2.2.1]hept-5-ene-3-carboxylate C1(=CC=CC=C1)[C@@H](C)C1N2C=C[C@@H]([C@H]1C(=O)OC)C2